O=S1(CC(CC1)NC)=O (1,1-dioxo-tetrahydro-1λ6-thiophen-3-yl)-methyl-amine